2-[(2S)-2-[(tert-butoxycarbonyl)amino]propyl]-5-chloro-7-[(furan-2-ylmethyl)amino]furo[3,2-b]pyridine-3-carboxylic acid C(C)(C)(C)OC(=O)N[C@H](CC1=C(C2=NC(=CC(=C2O1)NCC=1OC=CC1)Cl)C(=O)O)C